4-(5-hydroxy-3-methyl-1-(6-methyl-5-(methylsulfonyl)pyridin-2-yl)-1H-pyrazol-4-yl)benzonitrile OC1=C(C(=NN1C1=NC(=C(C=C1)S(=O)(=O)C)C)C)C1=CC=C(C#N)C=C1